C(C=C)(=O)N1CC2=CC=CC(=C2CC1)N1C(=C(C2=CC(=CC=C12)F)Cl)C (2-acryloyl-1,2,3,4-tetrahydroisoquinolin-5-yl)-3-chloro-5-fluoro-2-methyl-1H-indole